1-(4-(3-(2,6-difluorophenyl)-7-hydroxyl-2H-chromene-4-yl)-2,6-difluorophenyl)piperidine-4-carbaldehyde FC1=C(C(=CC=C1)F)C=1COC2=CC(=CC=C2C1C1=CC(=C(C(=C1)F)N1CCC(CC1)C=O)F)O